C(=O)C1=CC=C(C=C1)CC 1-(4-formylphenyl)ethan